C(C)OC=1C=C(C=2N(C1)N=C1C2C=NN1)C=1C=NC(=CC1)N1CCC(CC1)OC=1N=NC(=CC1)C 6-ethoxy-4-(6-(4-((6-methylpyridazin-3-yl)oxy)piperidin-1-yl)pyridin-3-yl)-1H-pyrazolo[3',4':3,4]pyrazolo[1,5-a]pyridine